C(C=C)(=O)N1C(CCC1)=O N-acryloyl-pyrrolidinone